4-(4-(2-methylbenzo[b]thiophen-3-yl)thiophen-2-yl)-4-oxobutyric acid methyl ester COC(CCC(=O)C=1SC=C(C1)C=1C2=C(SC1C)C=CC=C2)=O